N1(C=CC2=CC=CC=C12)C(=O)C1=CC2=CC=CC=C2C=C1 (1H-indol-1-yl)(naphthalen-2-yl)methanone